C(C)(C)(C)OC(N[C@H](C(=O)N1C[C@]2(C[C@H]1C(N)=O)C(NC1=CC=CC=C12)=O)CC1=C(C=C(C(=C1)F)F)F)=O ((S)-1-((3R,5'S)-5'-carbamoyl-2-oxospiro[indol-3,3'-pyrrolidin]-1'-yl)-1-oxo-3-(2,4,5-trifluorophenyl)propan-2-yl)carbamic acid tert-butyl ester